3-[(2,5-dimethylphenyl)amino]-1-phenyl-2-propene-1-one CC1=C(C=C(C=C1)C)NC=CC(=O)C1=CC=CC=C1